Cl[Si]1(C[Si](CCC1)(CC)Cl)CC 1,3-dichloro-1,3-diethyl-1,3-disilacyclohexane